C(C)(=O)OC1CC(C1)(F)C1=CC=C(C=C1)Cl 3-(4-chlorophenyl)-3-fluorocyclobutyl acetate